2H-pyran-2-carboxylate O1C(C=CC=C1)C(=O)[O-]